NC=1C2=C(N(C(N1)=O)C=1C(=NC=CC1)C)N=C(C=C2)C2CC2 4-amino-7-cyclopropyl-1-(2-methylpyridin-3-yl)pyrido[2,3-d]pyrimidin-2(1H)-one